(2R,3S)-2-(3-(6-(diethylamino)-9H-purin-9-yl)propyl)piperidin-3-ol C(C)N(C1=C2N=CN(C2=NC=N1)CCC[C@H]1NCCC[C@@H]1O)CC